N-[1-(2,2,2-trifluoroethyl)imidazol-4-yl]Benzamide FC(CN1C=NC(=C1)NC(C1=CC=CC=C1)=O)(F)F